CC=1N=C(N=NC1C1=C(C=CC=C1C(F)(F)F)O)N1CC[C@H]2[C@@H]1CN(CC2)C 2-(5-methyl-3-((3aS,7aR)-6-methyloctahydro-1H-pyrrolo[2,3-c]pyridin-1-yl)-1,2,4-triazin-6-yl)-3-(trifluoromethyl)phenol